ON\C(\C1=CN=C(C=C1)NS(=O)(=O)C1=CC=C(C=C1)C)=N/[H] (Z)-N-hydroxy-6-((4-methylphenyl)sulfonamido)-nicotinimidamide